methyl 2-[1-(fluoromethyl)-2-oxabicyclo[2.1.1]hexan-4-yl]-7-[1-methylpropoxy]imidazo[1,2-a]pyridine-6-carboxylate FCC12OCC(C1)(C2)C=2N=C1N(C=C(C(=C1)OC(CC)C)C(=O)OC)C2